BrC=1N=C2C(=C(C(N(C2=CC1)C)=O)C#N)OS(=O)(=O)C(F)(F)F trifluoromethanesulfonic acid 6-bromo-3-cyano-1-methyl-2-oxo-1,2-dihydro-1,5-naphthyridin-4-yl ester